ammonium [(1R)-1-[5-(5-fluoro-2,4-dioxo-pyrimidin-1-yl)-3-hydroxy-tetrahydrofuran-2-yl]ethyl] 3-(15,15,15-trifluoropentadecoxy)propyl phosphate P(=O)(O[C@H](C)C1OC(CC1O)N1C(NC(C(=C1)F)=O)=O)(OCCCOCCCCCCCCCCCCCCC(F)(F)F)[O-].[NH4+]